2-(3-(3-(1-(2-chloro-4-fluorophenyl)cyclopropyl)-1,2,4-oxadiazol-5-yl)-5-(difluoromethyl)-1H-pyrazol-1-yl)-N-(2-(dimethylamino)ethyl)-N-methylacetamide ClC1=C(C=CC(=C1)F)C1(CC1)C1=NOC(=N1)C1=NN(C(=C1)C(F)F)CC(=O)N(C)CCN(C)C